tert-butyl 3-((5-(5-(difluoromethyl)-1,3,4-oxadiazol-2-yl)pyridin-2-yl)methoxy)-4,7-dihydroisoxazolo[5,4-c]pyridine-6(5H)-carboxylate FC(C1=NN=C(O1)C=1C=CC(=NC1)COC1=NOC=2CN(CCC21)C(=O)OC(C)(C)C)F